BrC(C(=O)O)CBr 2,3-dibromopropanoic acid